1'-(propane-2,2-diylbis(sulfanediyl))bis(hex-5-en-3-one) CC(C)(SC=CCC(CC)=O)SC=CCC(CC)=O